OC1=CC=C(C=C1)C1CC2C3CC(C(C2C1)C3)C3=CC=C(C=C3)O 4,8-bis(4-hydroxyphenyl)tricyclo[5.2.1.02,6]Decane